COC1=C(CNC=2C=3N(C=CN2)C(=CN3)C=3C=NN(C3)C=3C=C(C=NC3C)NC(C3=CC(=CC=C3)C(F)(F)F)=O)C=CC(=C1)OC N-(5-(4-(8-((2,4-dimethoxybenzyl)amino)imidazo[1,2-a]pyrazin-3-yl)-1H-pyrazol-1-yl)-6-methylpyridin-3-yl)-3-(trifluoromethyl)benzamide